bis[p-(3-methacryloyloxy-2-hydroxypropoxy)phenyl]dimethyl-methane C(C(=C)C)(=O)OCC(COC1=CC=C(C=C1)C(C)(C)C1=CC=C(C=C1)OCC(COC(C(=C)C)=O)O)O